P(=O)(OC(C)N1N=CC(=C1)C=1SC=C(N1)C(NC=1C(=NN(C1)C1CCC(CC1)OCC)C1=NC(=CC=C1F)F)=O)([O-])[O-].[Mg+2] magnesium 1-(4-(4-((3-(3,6-difluoropyridin-2-yl)-1-((1r,4r)-4-ethoxycyclohexyl)-1H-pyrazol-4-yl)carbamoyl)thiazol-2-yl)-1H-pyrazol-1-yl)ethyl phosphate